N-(4-((2-(1,1-difluoroethyl)-6-isopropylpyrimidin-4-yl)amino)-5-(6-methoxypyridazin-3-yl)pyridin-2-yl)acetamide FC(C)(F)C1=NC(=CC(=N1)NC1=CC(=NC=C1C=1N=NC(=CC1)OC)NC(C)=O)C(C)C